3,9-bis[1,1-dimethyl-2-{β-(3-tert-butyl-4-hydroxy-5-methylphenyl)propionyloxy}ethyl]2,4,8,10-tetraoxaspiro[5.5]undecane CC(COC(CCC1=CC(=C(C(=C1)C)O)C(C)(C)C)=O)(C)C1OCC2(CO1)COC(OC2)C(COC(CCC2=CC(=C(C(=C2)C)O)C(C)(C)C)=O)(C)C